tert-Butyl ((4-methoxyphenyl) sulfonyl)-L-asparaginate COC1=CC=C(C=C1)S(=O)(=O)N[C@@H](CC(N)=O)C(=O)OC(C)(C)C